2-(4-acetylphenyl)-10-hydroxy-7,7-dimethyl-5,12b-dihydro-1H,7H-chromeno[4,3-c][1,2,4]triazolo[1,2-a]pyridazine-1,3(2H)-dione C(C)(=O)C1=CC=C(C=C1)N1C(N2N(CC=C3C2C=2C=CC(=CC2OC3(C)C)O)C1=O)=O